O1COC2=C1C=CC(=C2)CC(C)N(C(=O)C2CCOCC2)C N-[2-(2H-1,3-Benzodioxol-5-yl)-1-methyl-ethyl]-N-methyl-tetrahydro-2H-pyran-4-carboxamide